(R)-2-(4-methoxybenzofuran-6-yl)-1-((S)-7'-methyl-6'-(pyrimidin-2-yl)-3',4'-dihydro-1'h-spiro[pyrrolidin-3,2-[1,8]naphthyridin]-1-yl)propan-1-one COC1=CC(=CC2=C1C=CO2)[C@H](C(=O)N2C[C@@]1(NC3=NC(=C(C=C3CC1)C1=NC=CC=N1)C)CC2)C